2-Hydrazino-2-oxoacetamide N(N)C(C(=O)N)=O